[OH-].C(CCC)N1CC(=CC(=C1)C)C 1-butyl-3,5-dimethylpyridine hydroxide